FC(C=1N=C(SC1)[Sn](CCCC)(CCCC)CCCC)F 4-(difluoromethyl)-2-(tributylstannyl)thiazole